NC1=NC(=NN1)S 5-amino-1H-1,2,4-triazole-3-thiol